3-methyl-2-(2-tetrahydropyran-4-ylpyrazolo[3,4-b]pyridin-6-yl)-5-(trifluoromethyl)phenol CC=1C(=C(C=C(C1)C(F)(F)F)O)C=1C=CC=2C(N1)=NN(C2)C2CCOCC2